((3,4,5-trifluorobenzyl)oxy)-3,4,11,11a-tetrahydro-1H,9H-pyrimido[6',1':2,3]imidazo[5,1-c][1,4]oxazin-9-one FC=1C=C(COC2OCCN3C2CN2C3=CC=NC2=O)C=C(C1F)F